C(C)(C)(C)OC(=O)N(C(OC(C)(C)C)=O)CC1[C@H]2CN(C[C@@H]12)C1=NC=C(C=C1)C=1C=2N(C=C(C1)C=1C=NN(C1)C)N=CC2C#N tert-butyl (tert-butoxycarbonyl)(((1R,5S,6r)-3-(5-(3-cyano-6-(1-methyl-1H-pyrazol-4-yl)pyrazolo[1,5-a]pyridin-4-yl)pyridin-2-yl)-3-azabicyclo[3.1.0]hexan-6-yl)methyl)carbamate